2,3,6,7-tetramethoxy-9,10-dimethylanthracene COC1=CC2=C(C3=CC(=C(C=C3C(=C2C=C1OC)C)OC)OC)C